lead fluoride phosphate P(=O)([O-])([O-])[O-].[Pb+3](F)F